NC(CC)C1=CC=C(N=N1)N1C[C@@H](CCC1)N(C(OC(C)(C)C)=O)CC1CCC1 tert-butyl N-[(3R)-1-[6-(1-aminopropyl)pyridazin-3-yl]-3-piperidyl]-N-(cyclobutylmethyl)carbamate